OC1=C(C(N(C(=C1)C)C)=O)NC(N[C@@H](CC(=O)O)C=1C=C(C=CC1)C1=C(C=CC=C1)C)=O (S)-3-(3-(4-hydroxy-1,6-dimethyl-2-oxo-1,2-dihydropyridin-3-yl)ureido)-3-(2'-methylbiphenyl-3-yl)propionic acid